2-butoxy-7-((5-chloro-6-(piperazin-1-yl)pyridin-3-yl)methyl)imidazo[2,1-f][1,2,4]triazin-4-amine C(CCC)OC1=NN2C(C(=N1)N)=NC=C2CC=2C=NC(=C(C2)Cl)N2CCNCC2